3-(nitrooxy)propionic acid [N+](=O)([O-])OCCC(=O)O